N-Methyl-di-normal decyl-ammonium tetrakis(pentafluorophenyl)borate 3,4-dibromomethyl-benzoate BrCC=1C=C(C(=O)[O-])C=CC1CBr.FC1=C(C(=C(C(=C1[B-](C1=C(C(=C(C(=C1F)F)F)F)F)(C1=C(C(=C(C(=C1F)F)F)F)F)C1=C(C(=C(C(=C1F)F)F)F)F)F)F)F)F.C[NH+](CCCCCCCCCC)CCCCCCCCCC.C[NH+](CCCCCCCCCC)CCCCCCCCCC